4,4'-Methylene-bis[N-(1-methylpropyl)-phenylamine] C(C1=CC=C(C=C1)NC(CC)C)C1=CC=C(C=C1)NC(CC)C